3,3-dimethyl-oxetan-2-one CC1(C(OC1)=O)C